(S)-N-(5-(tert-butyl)-4-methylthiazol-2-yl)-3-((7-(5-methyl-1,2,4-oxadiazol-3-yl)isoquinolin-1-yl)amino)-6-(methylamino)hexanamide C(C)(C)(C)C1=C(N=C(S1)NC(C[C@H](CCCNC)NC1=NC=CC2=CC=C(C=C12)C1=NOC(=N1)C)=O)C